3-isopropylcyclobutane C(C)(C)C1CCC1